trinormal octyl-amine C(CCCCCCC)N(CCCCCCCC)CCCCCCCC